1-(4-bromobenzyl)-5-nitro-1H-indole-3-carbonitrile BrC1=CC=C(CN2C=C(C3=CC(=CC=C23)[N+](=O)[O-])C#N)C=C1